N-methyl-3,3-diphenylpropionamide CNC(CC(C1=CC=CC=C1)C1=CC=CC=C1)=O